CC(C(=O)N1CCNCC1)C 2-methyl-1-(piperazine-1-yl)propan-1-one